C(C1=CC=CC=C1)OC(=O)N1C[C@H]2N(CC1)C(CCC2)=O (S)-6-oxo-octahydro-2H-pyrido[1,2-a]pyrazine-2-carboxylic acid benzyl ester